p-phenylendiacetat C1(=CC=C(C=C1)CC(=O)[O-])CC(=O)[O-]